p-methoxyphenyl-2,4-bis(trichloromethyl)-s-triazine COC1(NC(=NC(=N1)C1=CC=CC=C1)C(Cl)(Cl)Cl)C(Cl)(Cl)Cl